2-[1-[(2,4-dichlorophenyl)methyl]-5-oxopyrrolidin-2-yl]-N-pentan-3-ylacetamide ClC1=C(C=CC(=C1)Cl)CN1C(CCC1=O)CC(=O)NC(CC)CC